(S)-N-(2-(5-methylisoquinolin-1-yl)propan-2-yl)-2-(1-methylpyrrolidin-2-yl)acetamide CC1=C2C=CN=C(C2=CC=C1)C(C)(C)NC(C[C@H]1N(CCC1)C)=O